1-cyclobutylmethyl-6-(1-(3-fluoro-4-(trifluoromethyl)benzyl)-1H-1,2,3-triazol-4-yl)-3-hydroxyquinoline-2,4(1H,3H)-dione C1(CCC1)CN1C(C(C(C2=CC(=CC=C12)C=1N=NN(C1)CC1=CC(=C(C=C1)C(F)(F)F)F)=O)O)=O